N1=C(C=CC=C1)NC(C(CCCCC#N)(C#CC1=CC=C(C=C1)CC)C1=CC=CC=C1)=O N-(pyridin-2-yl)-6-cyano-2-phenyl-2-((4-ethylphenyl)ethynyl)hexanamide